C1(NC([C@@H]2[C@H]1CNC2)=O)=O (3aR,6aS)-tetrahydropyrrolo[3,4-c]pyrrole-1,3(2H,3aH)dione